trans-2-((4-((S)-3-(3-cyano-5-fluorophenyl)isoxazolidine-2-carbonyl)cyclohexyl)methyl)-4-fluoro-2H-indazole-6-carbonitrile C(#N)C=1C=C(C=C(C1)F)[C@H]1N(OCC1)C(=O)[C@@H]1CC[C@H](CC1)CN1N=C2C=C(C=C(C2=C1)F)C#N